BrC1=CC(=C2C=CN(C2=C1)CC(F)(F)F)[N+](=O)[O-] 6-bromo-4-nitro-1-(2,2,2-trifluoroethyl)indole